4-(4-(2-(5-amino-8-(furan-2-yl)-1-methyl-2-oxo-1H-pyrazolo[5,1-i]purin-3(2H)-yl)ethyl)piperazin-1-yl)-3-fluoro-N-methyl-N-(2-(methylamino)ethyl)benzamide NC=1N2C(C=3N(C(N(C3N1)CCN1CCN(CC1)C1=C(C=C(C(=O)N(CCNC)C)C=C1)F)=O)C)=CC(=N2)C=2OC=CC2